(1-((1-(2-((Triisopropylsilyl)oxy)ethyl)cyclopropyl)sulfonyl)cyclopropyl)methanol C(C)(C)[Si](OCCC1(CC1)S(=O)(=O)C1(CC1)CO)(C(C)C)C(C)C